(S)-quinuclidin-3-yl (6-(3-ethoxyphenyl)-2,2-dimethyl-1,2,3,4-tetrahydronaphthalen-1-yl)carbamate C(C)OC=1C=C(C=CC1)C=1C=C2CCC(C(C2=CC1)NC(O[C@@H]1CN2CCC1CC2)=O)(C)C